(R)-3-(3-(1,1-difluoroethyl)phenyl)-1-isopropyl-N-(3-methyl-1,1-dioxidothietan-3-yl)-4,5,6,7-tetrahydro-1H-indazole-6-carboxamide FC(C)(F)C=1C=C(C=CC1)C1=NN(C=2C[C@@H](CCC12)C(=O)NC1(CS(C1)(=O)=O)C)C(C)C